6-hydroxy-3-azabicyclo[3.2.1]octane-3-carboxylic acid benzyl ester C(C1=CC=CC=C1)OC(=O)N1CC2CC(C(C1)C2)O